COCC1CO1 methoxymethyl ethylene oxide